CC=1C=C(C=C(C1)B1OC(C(O1)(C)C)(C)C)C1(CC1)NC(OC(C)(C)C)=O tert-butyl (1-(3-methyl-5-(4,4,5,5-tetramethyl-1,3,2-dioxaborolan-2-yl)phenyl)cyclopropyl)carbamate